BrCCCC1CC2CCC(C1)N2C(=O)OC(C)(C)C tert-Butyl 3-(3-bromopropyl)-8-azabicyclo[3.2.1]octane-8-carboxylate